Ethyl 5-[methyl(pyridin-2-ylmethyl)amino]-1,3,4-oxadiazole-2-carboxylate CN(C1=NN=C(O1)C(=O)OCC)CC1=NC=CC=C1